ClC1=C(C=C(C=C1)SCCCC(=O)O)COC1(CC1)C=1C=NC=CC1C1=C(C=CC=C1)OC1CC1 4-[[4-chloro-3-([1-[4-(2-cyclopropoxyphenyl)pyridin-3-yl]cyclopropoxy]methyl)phenyl]sulfanyl]butanoic acid